C(C)(C)(C)OC(NCC1=C(C=C(C=C1)C1=NC=NN2C1=CC(=C2)C2=CC=C(C=C2)C=O)C)=O.C(C2=CC=CC=C2)OCC(=O)NN 2-(benzyloxy)acetohydrazide tert-butyl-N-[[4-[6-(4-formylphenyl)pyrrolo[2,1-f][1,2,4]triazin-4-yl]-2-methyl-phenyl]methyl]carbamate